ClC1=C(C=CC(=C1)[N+](=O)[O-])O 2-chloro-4-nitro-phenol